FC1(CCN(CC1)C1=CC(=CC=2N1N=CC2)C=2N=NN(C2)C2=C(C=C(N)C=C2)N2CCC1(CC1)CC2)F 4-(4-(7-(4,4-Difluoropiperidin-1-yl)pyrazolo[1,5-a]pyridin-5-yl)-1H-1,2,3-triazol-1-yl)-3-(6-azaspiro[2.5]oct-6-yl)aniline